NC(C)(C)C1CCN(CC1)CC1=CC=C(C=C1)N1C(N=C(C=C1)NC(=O)N1CCN(CC1)C(C(C)(C)NC(OC(C)(C)C)=O)=O)=O tert-Butyl (1-(4-((1-(4-((4-(2-aminopropan-2-yl)piperidin-1-yl)methyl)phenyl)-2-oxo-1,2-dihydropyrimidin-4-yl)carbamoyl)piperazin-1-yl)-2-methyl-1-oxopropan-2-yl)carbamate